1-(4-chlorophenyl)-4-nitro-1H-pyrazole ClC1=CC=C(C=C1)N1N=CC(=C1)[N+](=O)[O-]